FC1=C(CC2(CCC2)CNC(=O)C=2OC(NN2)=O)C=CC(=C1)F N-((1-(2,4-difluorobenzyl)cyclobutyl)methyl)-5-oxo-4,5-dihydro-1,3,4-oxadiazole-2-carboxamide